(4-(2,2-Difluoroethoxy)phenyl)benzamide tert-butyl(2-((2-((tert-butyldimethylsilyl)oxy)propyl)thio)ethyl)(methyl)carbamate C(C)(C)(C)OC(N(C)CCSCC(C)O[Si](C)(C)C(C)(C)C)=O.FC(COC1=CC=C(C=C1)C1=C(C(=O)N)C=CC=C1)F